CC1(OCC(O1)C(C)(C)S(=O)(=O)C1(CC1)CO)C (1-((2-(2,2-Dimethyl-1,3-dioxolan-4-yl)propan-2-yl)sulfonyl)cyclopropyl)methanol